tert-butyl 4-(6-(2,3-dichloro-6-hydroxyphenyl)-6,7-dihydro-5H-pyrrolo[2,1-c][1,2,4]triazol-3-yl)-2,2-dimethylpiperidine-1-carboxylate ClC1=C(C(=CC=C1Cl)O)C1CC2=NN=C(N2C1)C1CC(N(CC1)C(=O)OC(C)(C)C)(C)C